1-(4-(bis(4-methoxybenzyl)amino)-2-(2-methoxypyridin-4-yl)oxazol-5-yl)-2-bromopentane-1,3-dione COC1=CC=C(CN(C=2N=C(OC2C(C(C(CC)=O)Br)=O)C2=CC(=NC=C2)OC)CC2=CC=C(C=C2)OC)C=C1